(R)-N-(5-(5-ethylisoxazol-3-yl)-2,3-dihydro-1H-inden-1-yl)-5-methyl-1H-pyrazole-4-carboxamide C(C)C1=CC(=NO1)C=1C=C2CC[C@H](C2=CC1)NC(=O)C=1C=NNC1C